N,2-dimethylpropanamide CC(C)C(=O)NC